C(CC)OC([C@@H](N)C(C)(C)C)=O tertiary leucine propyl ester